9,12,13-trihydroxyoctadeca-10-enoic acid OC(CCCCCCCC(=O)O)C=CC(C(CCCCC)O)O